C(C=C)OC(C(CCC(=O)O)CP(=O)(OCC)OCC)=O 5-(Allyloxy)-4-((diethoxyphosphoryl)methyl)-5-oxopentanoic acid